FC(F)(F)C1(C(N(C=2N(C1)N=C(N2)C2=C(C=NN2C(C)C)Cl)CC2=CC=CC=C2)=O)C=2NC=CN2 (trifluoromethyl)-1H-imidazol-2-yl-(benzyl)-2-(4-chloro-1-isopropyl-1H-pyrazol-5-yl)-6,7-dihydro-[1,2,4]triazolo[1,5-a]pyrimidin-5(4H)-one